ClC1=NC(=CC(=C1)S[C@@H]1CC[C@H](CC1)C(=O)OC)Cl Trans-methyl 4-[(2,6-dichloro-4-pyridyl)sulfanyl]cyclohexanecarboxylate